N-((1S,2R)-2-(6-fluoro-2,3-dimethylphenyl)-1-(5-oxo-4,5-dihydro-1,3,4-oxadiazol-2-yl)propyl)-2-oxoindoline-5-sulfonamide FC1=CC=C(C(=C1[C@H]([C@@H](C=1OC(NN1)=O)NS(=O)(=O)C=1C=C2CC(NC2=CC1)=O)C)C)C